O=C1NC(CCC1N1C(C2=CC=CC(=C2C1)SCCCCC(=O)O)=O)=O 5-((2-(2,6-dioxopiperidin-3-yl)-1-oxoisoindoline-4-yl)thio)pentanoic acid